8-(Furan-2-yl)-4-((4-methoxyphenyl)sulfonyl)-3,4-dihydro-2H-pyrido[4,3-b][1,4]thiazine O1C(=CC=C1)C1=CN=CC2=C1SCCN2S(=O)(=O)C2=CC=C(C=C2)OC